F[C@H]1[C@H](C1)C(=O)NC1=NC=C2C=C(C=3N(C2=C1)N=CN3)C=3C=NC(=CC3C)C(CC)=O (1R,2R)-2-fluoro-N-[4-(4-methyl-6-propionylpyridin-3-yl)-[1,2,4]triazolo[1,5-a]1,6-naphthyridin-8-yl]cyclopropane-1-carboxamide